C(C)C1=CC(=C2C(=N1)CCC2)NC(=O)N=[S@](=O)(N)C2=CN=C(S2)C(C)(C)O (R)-N'-((2-ethyl-6,7-dihydro-5H-cyclopenta[b]pyridin-4-yl)carbamoyl)-2-(2-hydroxypropan-2-yl)thiazole-5-sulfonimidamide